4-((17-amino-3,6,9,12,15-pentaoxaheptadecyl)amino)-2-methyl-N-(5-methylthiazol-2-yl)benzamide 3-hydroxylvalerate OC(CC(=O)O)CC.NCCOCCOCCOCCOCCOCCNC1=CC(=C(C(=O)NC=2SC(=CN2)C)C=C1)C